(3S,6S)-tert-butyl 3-benzyltetrahydropyrrolo[3,4-d][1,2,3]Oxathiazole-5(3H)-carboxylate 2,2-dioxide C(C1=CC=CC=C1)N1S(OC2C1CN(C2)C(=O)OC(C)(C)C)(=O)=O